N-methylimidazole iodide salt [I-].CN1C=NC=C1